(4-((3-((difluoromethyl)sulfonyl)pyridin-2-yl)amino)-5-propionylpyridin-2-yl)cyclopropanecarboxamide FC(S(=O)(=O)C=1C(=NC=CC1)NC1=CC(=NC=C1C(CC)=O)C1(CC1)C(=O)N)F